[NH4+].FC1=CC=C(C=C1)CI 4-fluorophenylmethyl iodide ammonium salt